C(C1=CC=CC=C1)OC(=O)N1CC2=CC=C(C=C2CC1)Br 6-bromo-3,4-dihydro-1H-isoquinoline-2-carboxylic acid benzyl ester